BrC=1C(=C(N[C@H]2CC[C@H](CC2)C(=O)OC)C=CC1)[N+](=O)[O-] methyl (cis)-4-(3-bromo-2-nitro-anilino)cyclohexanecarboxylate